CCC(CC)[C@@H]1NC(OC1=O)=O (S)-4-(penta-3-yl)oxazolidine-2,5-dione